2-(6-(4-(2,7-diazaspiro[3.5]nonan-2-yl)phenyl)-4,7-dichloro-2H-indazol-2-yl)-2-((R)-6-fluoro-6,7-dihydro-5H-pyrrolo[1,2-c]imidazol-1-yl)-N-(thiazol-2-yl)acetamide C1N(CC12CCNCC2)C2=CC=C(C=C2)C=2C=C(C1=CN(N=C1C2Cl)C(C(=O)NC=2SC=CN2)C2=C1N(C=N2)C[C@@H](C1)F)Cl